FC1=C(C=C(C=C1)NC(C=C)=O)NC1=NC(=NC=C1F)NC=1C=NN(C1)C N-(4-fluoro-3-((5-fluoro-2-((1-methyl-1H-pyrazol-4-yl)amino)pyrimidin-4-yl)amino)phenyl)acrylamide